C[N+](CCCC)(C)C trimethylbutan-1-ylammonium